ClC=1C(=C(C=CC1)C=1NC(=CC1C(=O)OC)C1=C2C(=NC=C1)N(C=C2)S(=O)(=O)C2=CC=CC=C2)F methyl 2-(3-chloro-2-fluorophenyl)-5-[1-(phenylsulfonyl)-1H-pyrrolo[2,3-b]pyridin-4-yl]-1H-pyrrole-3-carboxylate